isobutoxymagnesium iodide C(C(C)C)O[Mg]I